F[C@@H]1[C@@H](C1)C(=O)NC1=CC(=C2C(=N1)NN(C2=O)C)NC2=C(C=CC=C2)N(S(=O)(=O)C)C (1S,2S)-2-fluoro-N-(2-methyl-4-((2-(N-methylmethylsulfonamido)phenyl)amino)-3-oxo-2,3-dihydro-1H-pyrazolo[3,4-b]pyridin-6-yl)cyclopropane-1-carboxamide